3-fluoro-1,2-cyclohexanediamine FC1C(C(CCC1)N)N